N1=CC=C(C=C1)CN1C=CC=C1 1-(pyridin-4-ylmethyl)-1H-pyrrole